ClC(/C=C/C=1C=CC(=C(C(=O)OC)C1)OC)=O Methyl (E)-5-(3-chloro-3-oxoprop-1-en-1-yl)-2-methoxybenzoate